C(C)(=O)OC1CC2CCCCC2CC1 decahydro-2-naphthol acetate